tert-butyl thiazol-4-ylcarbamate S1C=NC(=C1)NC(OC(C)(C)C)=O